NC[C@@H](O)C=1C=CC(=NC1)C1=C(C=C(C#N)C=C1)OC1=CC(=NC(=C1)N1[C@@H](COCC1)C)C 4-[5-[(1S)-2-amino-1-hydroxyethyl]pyridin-2-yl]-3-[2-methyl-6-[(3R)-3-methylmorpholin-4-yl]pyridin-4-yl]oxybenzonitrile